(2S,4R)-1-[(2S)-2-(4-cyclopropyltriazol-1-yl)-3,3-dimethyl-butanoyl]-4-hydroxy-N-[2-hydroxy-1-(3-methylimidazol-4-yl)ethyl]pyrrolidine-2-carboxamide C1(CC1)C=1N=NN(C1)[C@H](C(=O)N1[C@@H](C[C@H](C1)O)C(=O)NC(CO)C=1N(C=NC1)C)C(C)(C)C